CC1(C(N(C(N1)=O)C1=CC(=C(C=C1)[N+](=O)[O-])C(F)(F)F)=O)C 5,5-dimethyl-3-[4-nitro-3-(trifluoromethyl)phenyl]imidazolidine-2,4-dione